C(C)(C)(C)C=1C=C(C=C(C1O)C(C)(C)C)CCC(=O)NCCCCCCNC(CCC1=CC(=C(C(=C1)C(C)(C)C)O)C(C)(C)C)=O N,N'-bis(3,5-di-tert-butyl-4-hydroxyphenylpropionyl)hexamethylenediamine